C(CCC)SCCCC di-n-butyl sulphide